ClC=1C(=C2N=C(N=C3C2=C(O[C@H]([C@@H]2[C@@H]4CC[C@H](CN32)N4C(=O)OC(C)(C)C)C)N1)SC)F tert-butyl (5S,5aS,6S,9R)-2-chloro-1-fluoro-5-methyl-12-(methylthio)-5a,6,7,8,9,10-hexahydro-5H-4-oxa-3,10a,11,13,14-pentaaza-6,9-methanonaphtho[1,8-ab]heptalene-14-carboxylate